tert-butyl 2-(4-((5,6-dimethoxypyridin-2-yl) methyl)-2-(2-isopropylphenyl) piperazin-1-yl)-7-azaspiro[3.5]nonane-7-carboxylate COC=1C=CC(=NC1OC)CN1CC(N(CC1)C1CC2(C1)CCN(CC2)C(=O)OC(C)(C)C)C2=C(C=CC=C2)C(C)C